di-t-butylcystine C(C)(C)(C)[C@](CSSC[C@@](C(=O)O)(N)C(C)(C)C)(C(=O)O)N